C(#N)C1=CC(=NC=C1)NC(C1=CC(=C(C(=C1)F)B1OC(C(O1)(C)C)(C)C)OCC)=O N-(4-cyanopyridin-2-yl)-3-ethoxy-5-fluoro-4-(4,4,5,5-tetramethyl-1,3,2-dioxaborolan-2-yl)benzamide